Cl.NC1(CCC1)CNC(=O)C1=CN(CCS1)C1=C2C(=NC=C1)NC=C2 N-((1-aminocyclobutyl)methyl)-4-(1H-pyrrolo[2,3-b]pyridin-4-yl)-3,4-dihydro-2H-1,4-thiazine-6-carboxamide hydrochloride